C1(CCCC1)P(C1=CC(=CC(=C1)OCC)OCC)C1CCCC1 dicyclopentyl-(3,5-diethoxyphenyl)phosphine